C([C@H]([C@H]([C@@H]([C@H]([C@H](C(=O)O)O)O)O)O)O)O The molecule is a carbohydrate acid that is heptanoic acid substituted by hydroxy groups at C-2, C-3, C-4, C-5, C-6, and C-7. It has a role as a metabolite. It is a carbohydrate acid and a monocarboxylic acid. It derives from a heptanoic acid.